2-(7-((2S,5R)-4-(1-(2-chloro-4-fluorophenyl)ethyl)-2,5-diethylpiperazin-1-yl)-4-methyl-5-oxo-4,5-dihydro-2H-pyrazolo[4,3-b]pyridin-2-yl)acetonitrile ClC1=C(C=CC(=C1)F)C(C)N1C[C@@H](N(C[C@H]1CC)C=1C=2C(N(C(C1)=O)C)=CN(N2)CC#N)CC